Cl.ClCC(=O)N1CCN(CC1)C 1-(2-chloroacetyl)-4-methylpiperazine hydrochloride